N-((1R,2S)-2-hydroxy-2,3-dihydro-1H-inden-1-yl)-2-(5-methylpyridin-3-yl)benzo[d]thiazole-6-carboxamide O[C@@H]1[C@@H](C2=CC=CC=C2C1)NC(=O)C1=CC2=C(N=C(S2)C=2C=NC=C(C2)C)C=C1